5-Aminopentyl-(triphenyl)phosphonium bromide [Br-].NCCCCC[P+](C1=CC=CC=C1)(C1=CC=CC=C1)C1=CC=CC=C1